5-[4-[(3S)-1-(3-fluoropropyl)pyrrolidin-3-yl]oxyphenyl]-6-tetrahydro-pyran-4-yl-8,9-dihydro-7H-benzo[7]annulen-2-ol FCCCN1C[C@H](CC1)OC1=CC=C(C=C1)C1=C(CCCC2=C1C=CC(=C2)O)C2CCOCC2